C(C)(=O)NC1CC(C1)C=1C(=C(C=2NC=3C=C(C=CC3C2N1)C#N)NC(C)C)C(=O)N ((1R,3R)-3-acetamidocyclobutyl)-7-cyano-4-(isopropylamino)-5H-pyrido[3,2-b]indole-3-carboxamide